C(N)(OC=1C=C2C(=CN(C2=CC1)C1CCN(CC1)[C@@H]1CC[C@@H](CC1)C(C)C)CCN)=O 3-(2-aminoethyl)-1-(1-(cis-4-isopropylcyclohexyl)piperidin-4-yl)-1H-indol-5-yl carbamate